FC1C(=O)OCCCC1 α-fluoro-ε-caprolactone